4-amino-α,α-dimethyl-2-ethoxymethyl-1H-imidazo-[4,5-c]-quinoline-1-ethanol NC1=NC=2C=CC=CC2C2=C1N=C(N2CC(O)(C)C)COCC